3-(5-(3-(4-(((3r,5r,7r)-adamantan-1-yl)methyl)piperazin-1-yl-2,2,3,3,5,5,6,6-d8)prop-1-yn-1-yl)-2-methyl-4-oxoquinazolin-3(4H)-yl)piperidine-2,6-dione C12(CC3CC(CC(C1)C3)C2)CN2C(C(N(C(C2([2H])[2H])([2H])[2H])CC#CC2=C3C(N(C(=NC3=CC=C2)C)C2C(NC(CC2)=O)=O)=O)([2H])[2H])([2H])[2H]